COC=1C=C(N=NC1)CN 1-(5-Methoxypyridazin-3-yl)methanamine